OC=1C(=C(C(=NC1C)C(=O)OCC1=CC=CC=C1)C)C benzyl 5-hydroxy-3,4,6-trimethylpicolinate